ClC=1C=C(C=C(C1OC1=NNC(C(=C1)N1CC(C1)(C)C)=O)Cl)N1N=C(C(NC1=O)=O)NC(OCCCC)=O butyl N-[2-(3,5-dichloro-4-[[5-(3,3-dimethylazetidin-1-yl)-6-oxo-1H-pyridazin-3-yl]oxy]phenyl)-3,5-dioxo-4H-1,2,4-triazin-6-yl]carbamate